6-(4-(tert-butyl)phenyl)pyrido[4,3-e]pyrrolo[1,2-a]pyrazine-3-carboxylic acid C(C)(C)(C)C1=CC=C(C=C1)C=1C=2N(C3=C(N1)C=C(N=C3)C(=O)O)C=CC2